6-isopropyl-4H-chromene C(C)(C)C=1C=C2CC=COC2=CC1